C(C)(C)(C)OC(=O)N1CC(C1)[C@@H]1CN(CCC1)CCS(=O)(=O)N (R)-3-(1-(2-aminosulfonylethyl)piperidin-3-yl)azetidine-1-carboxylic acid tert-butyl ester